C[Si](OC=CC(C)=C)(C)C trimethylisoprenoxysilane